C(CCCCCCCCCCC)(=O)N(C)CC(=O)O.[Na] sodium lauroyl-sarcosine